t-heptylperoxy-n-propyl monocarbonate C(OCCCOOC(C)(C)CCCC)([O-])=O